3-(3-oxo-1H-imidazo[1,5-a]indol-2(3H)-yl)piperidine-2,6-dione O=C1N(CC=2N1C=1C=CC=CC1C2)C2C(NC(CC2)=O)=O